(2R)-3-(4-aminophenyl-ethyl)-2-(1-(4-bromophenyl)-4-(4-fluorophenyl)-1H-pyrrol-3-yl)oxazolidin-4-one NC1=CC=C(C=C1)CCN1[C@H](OCC1=O)C1=CN(C=C1C1=CC=C(C=C1)F)C1=CC=C(C=C1)Br